2-methoxy-5-(methoxymethoxy)pyridine COC1=NC=C(C=C1)OCOC